O.BrC1C([C@@]2(CCC1C2(C)C)CS(=O)(=O)O)=O (1S)-(+)-Bromocamphor-10-sulfonic acid hydrate